OC=1C(=NC=CC1OC)C(=O)N[C@H](C(=O)OC(C(C)C1=NC2=CC=CC=C2C=C1)C)C [1-methyl-2-(2-quinolyl)propyl] (2S)-2-[(3-hydroxy-4-methoxy-pyridine-2-carbonyl) amino]propanoate